C1(CC1)C1=NN(C=N1)C1CC2(CN(C2)C(=O)N2C[C@H]3[C@@H](C2)CC(C3)OC3=CC(=C(C=C3)F)C(F)(F)F)C1 |r| [6-(3-cyclopropyl-1,2,4-triazol-1-yl)-2-azaspiro[3.3]heptan-2-yl]-[rac-(3aS,6aR)-5-[4-fluoro-3-(trifluoromethyl)phenoxy]-3,3a,4,5,6,6a-hexahydro-1H-cyclopenta[c]pyrrol-2-yl]methanone